ethane-1-sulfonamide 2,2,2-trifluoroacetate FC(C(=O)O)(F)F.C(C)S(=O)(=O)N